methyl-4-(cyclopropylmethoxy)-2-(4-(trifluoromethyl)phenyl)quinoline CC=1C(=NC2=CC=CC=C2C1OCC1CC1)C1=CC=C(C=C1)C(F)(F)F